2-(3-cyclopropylmethoxy-4-difluoromethoxyphenyl)-2-(trimethylsiloxy)pent-3-ynenitrile C1(CC1)COC=1C=C(C=CC1OC(F)F)C(C#N)(C#CC)O[Si](C)(C)C